2-bromo-2-(3-chlorophenyl)-N-(quinolin-6-yl)acetamide BrC(C(=O)NC=1C=C2C=CC=NC2=CC1)C1=CC(=CC=C1)Cl